C(C1=CC=CC=C1)OCCCCC[C@H](CC1=CC(=CC(=C1)OC)OC)OCOC (R,S)-1-(7-(benzyloxy)-2-(methoxymethoxy)heptyl)-3,5-dimethoxybenzene